O=[13CH][C@@H](O)[C@H](O)[C@H](O)CO D-arabinose-13C